CC=1N=CSC1COC=1OC2=C(C1C(=O)N)C=CC=C2 (4-methylthiazol-5-ylmethoxy)benzofuran-3-carboxamide